BrCCC(=O)C1=CN=CN1 3-Bromo-1-(1H-Imidazol-5-Yl)Propan-1-One